4-(7-(8-bromo-7-fluoro-3-hydroxynaphthalen-1-yl)-8-fluoro-2-(((2r,7as)-2-fluorohexahydro-1H-pyrrolizin-7a-yl)methoxy)pyrido[4,3-d]pyrimidin-4-yl)-6-methyl-1,4-oxazepan-6-ol BrC=1C(=CC=C2C=C(C=C(C12)C1=C(C=2N=C(N=C(C2C=N1)N1CCOCC(C1)(O)C)OC[C@]12CCCN2C[C@@H](C1)F)F)O)F